amino-4-chloro-6-nitrobenzene NC1=CC=C(C=C1[N+](=O)[O-])Cl